FC(OC1=CC2=C(N=CS2)C=C1)(F)F 6-trifluoromethoxy-benzothiazol